3-(2-azidoethyl)-6-phenyl-1,2,4,5-tetrazine N(=[N+]=[N-])CCC=1N=NC(=NN1)C1=CC=CC=C1